cis-3-Methyl-6-azabicyclo[3.1.1]heptane-1-carboxylic acid CC1CC2(NC(C1)C2)C(=O)O